C1(CCCC1)N1N=NC(=C1)C1=NC(=NC=C1)NC1=CC=C(C=C1)N1CCN(CC1)C 4-(1-cyclopentyl-1H-1,2,3-triazol-4-yl)-N-(4-(4-methylpiperazin-1-yl)phenyl)pyrimidin-2-amine